C(C)(C)(C)OC(=O)N1C(COCC1)CNC(=O)C1=CC=CC=2NC(N(C21)C2CCC(CC2)C(NC2=CC(=C(C=C2)C)OC)=O)=O 3-[[[1-cis-[4-[(3-methoxy-4-methyl-phenyl)carbamoyl]cyclohexyl]-2-oxo-3H-benzimidazole-4-carbonyl]amino]methyl]morpholine-4-carboxylic acid tert-butyl ester